3-ethyl-N-[2-(1-methylpyrrolidin-2-yl)imidazo[1,2-a]pyridin-6-yl]-[1,2,4]triazolo[4,3-a]pyridine-7-carboxamide C(C)C1=NN=C2N1C=CC(=C2)C(=O)NC=2C=CC=1N(C2)C=C(N1)C1N(CCC1)C